C(C=C)N1N(C2=NC(=NC=C2C1=O)NC=1C=C2C=NN(C2=CC1)C)C1=CC(=CC=C1)NC1CCN(CC1)C 2-allyl-6-(1-methyl-1H-indazol-5-ylamino)-1-[m-(1-methyl-4-piperidylamino)phenyl]-1,2-dihydro-3H-1,2,5,7-tetraazainden-3-one